1-benzyl-3-cyclopentylpyrrolidin-2-one C(C1=CC=CC=C1)N1C(C(CC1)C1CCCC1)=O